ClC1=CC(=C(COC2=CC=CC(=N2)C2CCN(CC2)CC2=NC3=C(N2C[C@H]2OCCC2)C=C(C=C3)C(=O)O)C=C1)F 2-[(4-{6-[(4-chloro-2-fluorobenzyl)oxy]pyridin-2-yl}piperidin-1-yl)methyl]-1-[(2S)-tetrahydrofuran-2-ylmethyl]-1H-benzimidazole-6-carboxylic acid